(S)-2-(4-(4-((1-(5-(3,5-difluorophenyl)-4,5-dihydro-1H-pyrazole-1-carbonyl)azetidin-3-yl)oxy)-5-fluoropyridin-2-yl)-3,5-dimethyl-1H-pyrazol-1-yl)-1-morpholinoethan-1-one FC=1C=C(C=C(C1)F)[C@@H]1CC=NN1C(=O)N1CC(C1)OC1=CC(=NC=C1F)C=1C(=NN(C1C)CC(=O)N1CCOCC1)C